CNC(NC1=C(C(=O)NC=2SC(=CN2)[N+](=O)[O-])C=CC=C1)=O 2-(3-methylureido)-N-(5-nitrothiazol-2-yl)benzamide